C(C)(C)(C)OC(=O)N1CCN(CC1)C=1C(=NN(C1)C1=CC2=C(OC(O2)(F)F)C=C1)Br.ClC1=CC=NC2=CC(=CC=C12)N1N=CC=C1 4-Chloro-7-(1H-pyrazol-1-yl)quinoline tert-butyl-4-[3-bromo-1-(2,2-difluoro-1,3-benzodioxol-5-yl)pyrazol-4-yl]piperazine-1-carboxylate